(E)-N'-cinnamoyl-3-(4-fluorophenyl)acrylohydrazide tert-butyl-((2-(6-(difluoromethyl)-2-ethoxypyridin-3-yl)-1,6-naphthyridin-7-yl)methyl)carbamate C(C)(C)(C)N(C(O)=O)CC1=NC=C2C=CC(=NC2=C1)C=1C(=NC(=CC1)C(F)F)OCC.C(C=CC1=CC=CC=C1)(=O)NNC(\C=C\C1=CC=C(C=C1)F)=O